(1S,4S,5R)-5-[[5-cyclopropyl-3-(2,6-dichlorophenyl)-1,2-oxazole-4-carbonyloxy]-2-azabicyclo[2.2.1]heptan-2-yl]-4-ethoxy-1,3-benzothiazole-6-carboxylic acid C1(CC1)C1=C(C(=NO1)C1=C(C=CC=C1Cl)Cl)C(=O)O[C@@]12N(C[C@@H](CC1)C2)C=2C(=CC1=C(N=CS1)C2OCC)C(=O)O